FC(C1=CC(=CS1)OC=1C=C(C=CC1)NC(C=C)=O)(F)F N-(3-((5-(trifluoromethyl)thiophen-3-yl)oxy)phenyl)acrylamide